C(C)(=O)NC=1C=CC(=NC1)C=1C=CC2=C(C=3CN(C(C3C=C2)=O)CC(C(=O)N)=C)C1 2-{[8-(5-acetamidopyridin-2-yl)-3-oxo-1H,2H,3H-benzo[e]isoindol-2-yl]methyl}prop-2-enamide